3-hydroxy-2-methyl-2-({5-[(2-methyl-1,3-thiazol-5-yl)methoxy]-2-(propan-2-yl)-2H-indazol-3-yl}formamido)propanamide OCC(C(=O)N)(NC(=O)C=1N(N=C2C=CC(=CC12)OCC1=CN=C(S1)C)C(C)C)C